C(C=C)C=1C=C(C(=C(C1)C1=C(C=CC(=C1)CC=C)O)O)C=CC(=O)C=1SC=CC1 3-(5,5'-diallyl-2,2'-dihydroxy-[1,1'-biphenyl]-3-yl)-1-(thien-2-yl)prop-2-en-1-one